CC1(C(CC1)O)C 2,2-dimethylcyclobutane-1-ol